C(C)OC1=CC=C(C=C1)CC(C(=O)O)\N=C/1\C2=CC=CC=C2C=2CC(CCC2C1=O)(C)C 3-(4-ethoxyphenyl)-2-{[(9Z)-3,3-dimethyl-10-oxo-1,2,3,4,9,10-hexahydrophenanthr-9-ylidene]amino}propanoic acid